FC1=CC=C(C=C1)C1=NN2C(=NC3=C(C2=N1)N=CC=C3)N[C@H]3C(NCCCC3)=O (3R)-3-{[2-(4-fluorophenyl)pyrido[2,3-e][1,2,4]triazolo[1,5-c]pyrimidin-5-yl]amino}azepan-2-one